CoSyn CCCCCCCCCCCCCCCCCCC#C